5-oxopent-3-en-2-yl methylcarbamate CNC(OC(C)C=CC=O)=O